5-{2-amino-[1,2,4]triazolo[1,5-a]pyridin-7-yl}-2-ethoxy-N-[(2-phenoxyphenyl)methyl]pyridine-3-carboxamide NC1=NN2C(C=C(C=C2)C=2C=C(C(=NC2)OCC)C(=O)NCC2=C(C=CC=C2)OC2=CC=CC=C2)=N1